tert-butyl N-[4-[[4-[4-(2,4-dioxohexahydropyrimidin-1-yl)-8-isoquinolyl]piperazin-1-yl]methyl]cyclohexyl]carbamate O=C1N(CCC(N1)=O)C1=CN=CC2=C(C=CC=C12)N1CCN(CC1)CC1CCC(CC1)NC(OC(C)(C)C)=O